C12CNCC(CC1)N2C=2SC=1CN(CC(C1N2)(C)C)C(C(C#N)C2CCCC2)=O 3-(2-(3,8-diazabicyclo[3.2.1]octan-8-yl)-7,7-dimethyl-6,7-dihydrothiazolo[5,4-c]pyridin-5(4H)-yl)-2-cyclopentyl-3-oxopropanenitrile